tert-butyl (8S)-8-(chloromethyl)-6-({5-[(1H-indol-2-ylcarbonyl)amino]-1H-indol-2-yl}carbonyl)-1-methyl-7,8-dihydro-6H-thieno[3,2-e]indol-4-yl piperazine-1,4-dicarboxylate N1(CCN(CC1)C(=O)OC1=C2C(=C3[C@@H](CN(C3=C1)C(=O)C=1NC3=CC=C(C=C3C1)NC(=O)C=1NC3=CC=CC=C3C1)CCl)C(=CS2)C)C(=O)OC(C)(C)C